phenol compound with formaldehyde C=O.C1(=CC=CC=C1)O